4-(1-benzyl-2-(pyridin-3-yloxy)-1H-imidazo[4,5-b]pyridin-6-yl)-3,5-dimethylisoxazole C(C1=CC=CC=C1)N1C(=NC2=NC=C(C=C21)C=2C(=NOC2C)C)OC=2C=NC=CC2